OC(C(=O)O)(C(C)C)C 2-hydroxy-2,3-dimethylbutanoic acid